ClC1=CC=CN2C=C(C=C12)C(=O)N(C)[C@@H](C)C1=CNC(C2=CC(=C(C=C12)F)F)=O (S)-8-chloro-N-(1-(6,7-difluoro-1-oxo-1,2-dihydroisoquinolin-4-yl)ethyl)-N-methylindolizine-2-carboxamide